5-fluoro-2-(3-fluoro-2-oxopiperidin-3-yl)-2,3-dihydro-1H-isoindole-1,3-dione FC=1C=C2C(N(C(C2=CC1)=O)C1(C(NCCC1)=O)F)=O